C(C)(C)(C)OC(=O)N1CCC(CC1)C1=C(C2=C(N(C=C2C(C)C)C(=O)OC(C)(C)C)S1)C tert-butyl 2-(1-(tert-butoxycarbonyl)piperidin-4-yl)-4-isopropyl-3-methyl-6H-thieno[2,3-b]pyrrole-6-carboxylate